C(C)[NH+](CC)CC.C(C(=C)C)(=O)OC(C)OC(=O)NC(C(=O)[O-])CCC(C)=O 2-(((1-(methacryloyloxy)ethoxy)carbonyl)amino)-5-oxohexanoic acid triethylammonium salt